BrC=1C=C2C=NN(C2=CC1)COCC[Si](C)(C)C 5-bromo-1-((2-(trimethylsilyl)ethoxy)methyl)-1H-indazole